(2S,4R)-1-[(2S)-2-[5-[4-(2-aminoethyl)piperazin-1-yl]pentanoylamino]-3,3-dimethyl-butanoyl]-4-hydroxy-N-[[4-(4-methylthiazol-5-yl)phenyl]methyl]pyrrolidine-2-carboxamide NCCN1CCN(CC1)CCCCC(=O)N[C@H](C(=O)N1[C@@H](C[C@H](C1)O)C(=O)NCC1=CC=C(C=C1)C1=C(N=CS1)C)C(C)(C)C